3-(2-pyridyldithio)-propionitrile N1=C(C=CC=C1)SSCCC#N